C1(CC=CCCCC1)OC(N)=O carbamic acid cycloocta-3-en-1-yl ester